7-((2S,3S,4R,5R)-3,4-bis(benzyloxy)-5-((benzyloxy)methyl)tetrahydrofuran-2-yl)-N-cyclopentyl-2-methylpyrrolo[2,1-f][1,2,4]Triazine-4-amine C(C1=CC=CC=C1)O[C@H]1[C@@H](O[C@@H]([C@H]1OCC1=CC=CC=C1)COCC1=CC=CC=C1)C1=CC=C2C(=NC(=NN21)C)NC2CCCC2